5-(3-(4-cyano-2-fluoro-3-methoxyphenyl)-5,5-dimethyl-2,4-dioxoimidazolidin-1-yl)picolinic acid C(#N)C1=C(C(=C(C=C1)N1C(N(C(C1=O)(C)C)C=1C=CC(=NC1)C(=O)O)=O)F)OC